ethyl 6-bromo-4-methyl-2-oxo-1,2-dihydro-1,8-naphthyridine-3-carboxylate BrC=1C=C2C(=C(C(NC2=NC1)=O)C(=O)OCC)C